N1N=CC2=CC=C(C=C12)C=1N=C(C=2N(C1)N=CN2)NC2=CC(=C(C=C2)N2CCN(CC2)CCO)OC 2-(4-(4-((6-(1H-indazol-6-yl)-[1,2,4]triazolo[1,5-a]pyrazin-8-yl)amino)-2-methoxyphenyl)piperazin-1-yl)ethan-1-ol